ClC1=C(C(=O)Cl)C=CC(=C1COCC(F)(F)F)S(=O)(=O)C 2-chloro-4-methylsulfonyl-3-(2,2,2-trifluoroethoxy-methyl)benzoyl chloride